OC1=C(C=C(C=C[N+](=O)[O-])C=C1)OC 4-hydroxy-3-methoxyl-beta-nitrostyrene